2,4,6-trimethyloctadecanoic acid CC(C(=O)O)CC(CC(CCCCCCCCCCCC)C)C